ClC1=CN=C2N1C=C(C=N2)C=2C=CN1N=C(N=CC12)N[C@@H]1C[C@@H](C1)OCC 5-(3-chloroimidazo[1,2-a]pyrimidin-6-yl)-N-(cis-3-ethoxycyclobutyl)pyrrolo[2,1-f][1,2,4]triazin-2-amine